3-[(3S)-3-(hydroxymethyl)pyrrolidin-1-yl]-5-(imidazol-1-yl)-N-[2-(trifluoromethyl)pyridin-4-yl]benzamide OC[C@@H]1CN(CC1)C=1C=C(C(=O)NC2=CC(=NC=C2)C(F)(F)F)C=C(C1)N1C=NC=C1